O=C1NN=C2C(N1C(=O)OC(C)(C)C)=CC1CCC2N1C(=O)OC(C)(C)C di-tert-butyl (±)-3-oxo-2,3,6,7,8,9-hexahydro-4H-6,9-epiminocyclohepta[e][1,2,4]triazine-4,10-dicarboxylate